(2R,3R,4S,5R)-4-azido-5-(((tert-butyldiphenylsilyl)oxy)methyl)-2-(dimethoxymethyl)tetrahydrofuran-3-yl acetate C(C)(=O)O[C@H]1[C@@H](O[C@H]([C@@H]1N=[N+]=[N-])CO[Si](C1=CC=CC=C1)(C1=CC=CC=C1)C(C)(C)C)C(OC)OC